(4-(aminomethyl)piperidin-1-yl)(4-(3,5-bis(trifluoromethyl)phenyl)-1-(4-(3,4-dichlorophenyl)-5-(isopropylthio)thiazol-2-yl)-3-methyl-1H-pyrazol-5-yl)methanone NCC1CCN(CC1)C(=O)C1=C(C(=NN1C=1SC(=C(N1)C1=CC(=C(C=C1)Cl)Cl)SC(C)C)C)C1=CC(=CC(=C1)C(F)(F)F)C(F)(F)F